9,9',9'',9'''-(4-cyano-6-(2,6-dimethylpyridin-4-yl)benzene-1,2,3,5-tetrayl)tetrakis(9H-carbazole-3,6-dicarbonitrile) C(#N)C1=C(C(=C(C(=C1N1C2=CC=C(C=C2C=2C=C(C=CC12)C#N)C#N)C1=CC(=NC(=C1)C)C)N1C2=CC=C(C=C2C=2C=C(C=CC12)C#N)C#N)N1C2=CC=C(C=C2C=2C=C(C=CC12)C#N)C#N)N1C2=CC=C(C=C2C=2C=C(C=CC12)C#N)C#N